(R)-N-(3,3-difluoro-1-methylpiperidin-4-yl)-6-fluoro-5-(1-(3-fluoropropyl)-1H-benzo[d][1,2,3]triazol-6-yl)-4-methoxypyrrolo[2,1-f][1,2,4]triazin-2-amine FC1(CN(CC[C@H]1NC1=NN2C(C(=N1)OC)=C(C(=C2)F)C=2C=CC1=C(N(N=N1)CCCF)C2)C)F